C(C)(C)(C)OC(=O)N1C=2C=CC(=NC2CCC1)C1(COC1)C(=O)O 3-(5-(tert-butoxycarbonyl)-5,6,7,8-tetrahydro-1,5-naphthyridin-2-yl)oxetane-3-carboxylic acid